(2,6-Dichloropyridin-4-yl)methyl (S)-2-amino-3-(2-aminopyridin-4-yl)propanoate dihydrochloride Cl.Cl.N[C@H](C(=O)OCC1=CC(=NC(=C1)Cl)Cl)CC1=CC(=NC=C1)N